(S,E)-4-(2-(1-ethyl-3-(trifluoromethyl)-1H-pyrazol-4-yl)phenyl)-6-(4,4,4-trifluorobut-2-enoyl)-4,5,6,7-tetrahydrothieno[2,3-c]pyridine-2-carbonitrile C(C)N1N=C(C(=C1)C1=C(C=CC=C1)[C@H]1C2=C(CN(C1)C(\C=C\C(F)(F)F)=O)SC(=C2)C#N)C(F)(F)F